NC1=C(C=NC=C1)NC(CCN(C)C)=O N-(4-aminopyridin-3-yl)-3-(dimethylamino)propanamide